5-Amino-3-[4-[2-[[3-(2,2-dimethylpropyl)-4-fluoro-isoxazol-5-yl]amino]-1-methyl-2-oxo-ethyl]phenyl]-1-[2,2,2-trideuterio-1-(trideuteriomethyl)ethyl]pyrazole-4-carboxamide NC1=C(C(=NN1C(C([2H])([2H])[2H])C([2H])([2H])[2H])C1=CC=C(C=C1)C(C(=O)NC1=C(C(=NO1)CC(C)(C)C)F)C)C(=O)N